4-(chloromethyl)pyridine-2-carbonitrile ClCC1=CC(=NC=C1)C#N